4-Methylpentyl 5-(2-chloro-5-cyanophenyl)-3-{[(3R)-piperidin-3-ylcarbonyl]amino}-1H-indazole-1-carboxylate formate C(=O)O.ClC1=C(C=C(C=C1)C#N)C=1C=C2C(=NN(C2=CC1)C(=O)OCCCC(C)C)NC(=O)[C@H]1CNCCC1